ClC=1C(=C(C=CC1)NC1=C(C(=O)OC)C=C(C(=C1)C(F)(F)F)F)C=O Methyl 2-((3-chloro-2-formylphenyl)amino)-5-fluoro-4-(trifluoromethyl)-benzoate